2-(3-Bromo-phenyl)-2-(4-cyano-phenoxy)-N-(5,6-dimethoxy-benzothiazol-2-yl)-acetamide BrC=1C=C(C=CC1)C(C(=O)NC=1SC2=C(N1)C=C(C(=C2)OC)OC)OC2=CC=C(C=C2)C#N